L-prolyl-N-[(2S)-4-[{(1R)-1-[1-benzyl-4-(2,5-difluorophenyl)-1H-pyrrol-2-yl]-2,2-dimethylpropyl}(hydroxyacetyl)amino]-1-(methylamino)-1-oxobutan-2-yl]-L-valinamide N1[C@@H](CCC1)C(=O)N[C@@H](C(C)C)C(=O)N[C@H](C(=O)NC)CCN(C(CO)=O)[C@H](C(C)(C)C)C=1N(C=C(C1)C1=C(C=CC(=C1)F)F)CC1=CC=CC=C1